N-(3-(1-(2,6-dioxopiperidin-3-yl)-7-fluoro-1H-indazol-6-yl)prop-2-yn-1-yl)-5-(8-(7-isopropyl-1,3-dimethyl-2-oxo-2,3-dihydro-1H-benzo[d]imidazol-5-yl)isoquinolin-3-yl)picolinamide O=C1NC(CCC1N1N=CC2=CC=C(C(=C12)F)C#CCNC(C1=NC=C(C=C1)C=1N=CC2=C(C=CC=C2C1)C1=CC2=C(N(C(N2C)=O)C)C(=C1)C(C)C)=O)=O